C(C)N(C1=CC2=C(C=C(C(O2)=O)C=2OC3=C(N2)C=C(C=C3)C)C=C1)CC 7-(diethylamino)-3-(5-methylbenzo[d]oxazol-2-yl)-2H-benzopyran-2-one